NC1=C(C(=NN1C(C)C)C(C1=C(N=CC(=C1)NC(CC1=CC=C(C=C1)Cl)=O)F)=O)C(=O)N 5-amino-3-(5-(2-(4-chlorophenyl)acetamido)-2-fluoronicotinoyl)-1-isopropyl-1H-pyrazole-4-carboxamide